tert-butyl (S)-2-(2-hydroxyethyl)piperidine-1-carboxylate OCC[C@H]1N(CCCC1)C(=O)OC(C)(C)C